BrC1=CC=C(C=N1)NC(=O)[C@@H]1CN(CCC1)C(=O)OC(C)(C)C tert-butyl (S)-3-((6-bromopyridin-3-yl)carbamoyl)piperidine-1-carboxylate